NC=1C=C2C=C(C(N(C2=CC1)CCNC(OC(C)(C)C)=O)=O)OCC(=O)NC tert-Butyl (2-(6-amino-3-(2-(methylamino)-2-oxoethoxy)-2-oxoquinolin-1(2H)-yl) ethyl)carbamate